CC(CCO)(C)C 3-methyl-3-methyl-1-butanol